CC1=NN(C=C1NC1=NC=C(C(=N1)NCCCN1C(CCC1)=O)C(F)(F)F)C1CCNCC1 1-(3-((2-((3-Methyl-1-(piperidin-4-yl)-1H-pyrazol-4-yl)amino)-5-(trifluoromethyl)pyrimidin-4-yl)amino)propyl)pyrrolidin-2-on